ClC=1C=CC=C2C3(C(N(C12)C1=CC=C(C=C1)C[C@@H](C(=O)O)NC(C1=C(C=C(C=C1Cl)N(CC)CC)Cl)=O)=O)CC3 (S)-3-(4-(7'-chloro-2'-oxospiro[cyclopropane-1,3'-indoline]-1'-yl)phenyl)-2-(2,6-dichloro-4-(diethylamino)benzoylamino)propionic acid